C1CCS(=O)(=O)OS1(=O)=O propandisulfonic acid anhydride